tert-butyl (1-benzyl-3-methyl-2-oxo-1,2,3,4-tetrahydroquinazolin-7-yl)carbamate C(C1=CC=CC=C1)N1C(N(CC2=CC=C(C=C12)NC(OC(C)(C)C)=O)C)=O